(2-aminoethyl)thiazole NCCC=1SC=CN1